4'-(benzo[c][1,2,5]thiadiazole-4,7-diyl) dibenzoate C(C1=CC=CC=C1)(=O)OC1=CC=C(C2=NSN=C21)OC(C2=CC=CC=C2)=O